(2R,4S)-4-([1,1'-biphenyl]-4-ylmethyl)pyrrolidine-1,2-dicarboxylic acid 2-benzyl ester C(C1=CC=CC=C1)OC(=O)[C@@H]1N(C[C@H](C1)CC1=CC=C(C=C1)C1=CC=CC=C1)C(=O)O